3-methylenepiperidine-2,6-dione C=C1C(NC(CC1)=O)=O